Cl.ClC1=C2C(=C(N=N1)N[C@H]1CNCCC1)COC2 (R)-4-chloro-N-(piperidin-3-yl)-5,7-dihydrofuro[3,4-d]pyridazin-1-amine hydrochloride